O=C1N(C(C(N1)CCOCC(F)(F)F)=O)C1CC2(CC(C2)OC2=NC=CC=C2C(=O)N)C1 2-{[(αR)-6-{2,5-dioxo-4-[2-(2,2,2-trifluoroethoxy)ethyl]imidazolidin-1-yl}spiro[3.3]heptan-2-yl]oxy}pyridine-3-carboxamide